(cycloheptylmethyl)-2-[(2-fluoro-6-hydroxy-phenyl)methyl]-1H-benzoimidazole-5-carboxamide C1(CCCCCC1)CN1C(=NC2=C1C=CC(=C2)C(=O)N)CC2=C(C=CC=C2O)F